C(#N)C1=CC(=C(C=C1)CSC1=CC=NN1C1CCN(CC1)C(=O)OC(C)(C)C)F tert-butyl 4-[5-[(4-cyano-2-fluoro-phenyl)methylsulfanyl]pyrazol-1-yl]piperidine-1-carboxylate